2-(piperazine-1-yl)-5-(Trifluoromethyl)nicotinonitrile hydrochloride Cl.N1(CCNCC1)C1=C(C#N)C=C(C=N1)C(F)(F)F